FC1=CC(=C(C=C1)C=1C=C2C(=NN(C2=CC1)C)C(C)N(C)C)OCCC1=C(N=CS1)C 1-(5-(4-fluoro-2-(2-(4-methylthiazol-5-yl)ethoxy)phenyl)-1-methyl-1H-indazol-3-yl)-N,N-dimethylethanamine